tin dibutyldithiocarbamate C(CCC)N(C([S-])=S)CCCC.[Sn+4].C(CCC)N(C([S-])=S)CCCC.C(CCC)N(C([S-])=S)CCCC.C(CCC)N(C([S-])=S)CCCC